The molecule is a medium-chain primary fatty alcohol that is (E)-non-2-ene carrying a hydroxy group at position 1. It has a role as a flavouring agent, a plant metabolite and a pheromone. It is a medium-chain primary fatty alcohol, a primary allylic alcohol and a volatile organic compound. CCCCCC/C=C/CO